COC1C=C(C(C)=O)C=CC=1O 4-hydroxy-3-methoxyacetophenone